FC(C[C@H](C(=O)NC1=NC=CC(=C1)C1=C(C=2C(N(C=C(C2N1)CC(F)(F)F)C)=O)C1=CC=C(C=C1)F)C1=CC=C(C=C1)F)F (2S)-4,4-Difluoro-2-(4-fluorophenyl)-N-{4-[3-(4-fluorophenyl)-5-methyl-4-oxo-7-(2,2,2-trifluoroethyl)-4,5-dihydro-1H-pyrrolo[3,2-c]pyridin-2-yl]pyridin-2-yl}butanamid